FC1=C2CCN(C2=CC(=C1)F)C(=O)C=1C=C2CN(C(C2=CC1)=O)C1C(NC(CC1)=O)=O 3-(5-(4,6-difluoroindoline-1-carbonyl)-1-oxoisoindolin-2-yl)piperidine-2,6-dione